ClC1=C(C=C(C=C1)F)C1NC(C=2C1=C(SC2C(NC)=O)NC(=O)C2=NSC1=C2C=C(C=C1)F)=O N-(6-(2-chloro-5-fluorophenyl)-3-(methylcarbamoyl)-4-oxo-5,6-dihydro-4H-thieno[3,4-c]pyrrolyl)-5-fluorobenzo[d]isothiazole-3-carboxamide